N-(2-(4,4-Difluoropiperidin-1-yl)pyridin-4-yl)-4-((2-hydroxyethyl)sulfonamido)-2-(6-azaspiro[2.5]octan-6-yl)benzamide FC1(CCN(CC1)C1=NC=CC(=C1)NC(C1=C(C=C(C=C1)NS(=O)(=O)CCO)N1CCC2(CC2)CC1)=O)F